(S)-2-((2-(4-(3-(N,N-bis(4-methoxybenzyl)sulfamoyl)-1H-pyrrol-1-yl)-2,6-difluorophenyl)-7-methylimidazo[1,2-a]pyridin-3-yl)methyl)morpholine-4-carboxylic acid methyl ester COC(=O)N1C[C@@H](OCC1)CC1=C(N=C2N1C=CC(=C2)C)C2=C(C=C(C=C2F)N2C=C(C=C2)S(N(CC2=CC=C(C=C2)OC)CC2=CC=C(C=C2)OC)(=O)=O)F